dibutyl diglycolamate C(COCC(=O)NCCCC)(=O)OCCCC